C(C)C1=CC(=C2C=CC(=CC2=C1)C(=O)NC(C)C)C1=CC=C(C=C1)C(F)(F)F 7-ethyl-N-isopropyl-5-(4-(trifluoromethyl)phenyl)-2-naphthamide